Manganese sodium ferrocyanide [Fe-4](C#N)(C#N)(C#N)(C#N)(C#N)C#N.[Na+].[Mn+2]